2-(1H-imidazol-1-yl)-N-(1-(2,2,2-trifluoroethyl)pyrrolidin-3-yl)-5H-pyrrolo[3,2-d]pyrimidine-4-carboxamide N1(C=NC=C1)C=1N=C(C2=C(N1)C=CN2)C(=O)NC2CN(CC2)CC(F)(F)F